6-bromo-3-fluoro-2-methylphenol BrC1=CC=C(C(=C1O)C)F